3-(3-((5-methyl-4-((4-methoxybenzylidene)amino)-4H-1,2,4-triazol-3-yl)thio)propoxy)-5,7-dimethoxy-2-(3,4,5-trimethoxyphenyl)-4H-chromen-4-one CC=1N(C(=NN1)SCCCOC1=C(OC2=CC(=CC(=C2C1=O)OC)OC)C1=CC(=C(C(=C1)OC)OC)OC)N=CC1=CC=C(C=C1)OC